S(=O)(=O)(C1=CC=C(C)C=C1)N1C=CC=C1 1-(tosyl)pyrrole